C(C)OC1=C(C(=CC(=C1)CN1CCC2(CN(C(O2)=O)C2=CC=C(C(=O)NCCCS(=O)(=O)O)C=C2)CC1)OCC)C1=CC=C(C=C1)F 3-(4-(8-((2,6-diethoxy-4'-fluoro-[1,1'-biphenyl]-4-yl)methyl)-2-oxo-1-oxa-3,8-diazaspiro[4.5]decan-3-yl)benzamido)propane-1-sulfonic acid